CS(=O)(=O)NCCNC(=O)C=1C=NC2=C(C=CC=C2C1)C1=CCC(CC1)C(F)(F)F N-(2-(methylsulfonamido)ethyl)-8-(4-(trifluoromethyl)cyclohex-1-en-1-yl)quinoline-3-carboxamide